5-[(5-methylpyrazin-2-yl)amino]-2-{3-[(3S)-3-(propan-2-yl)piperazin-1-yl]-1,2,4-triazin-6-yl}pyridin-3-ol dihydrochloride Cl.Cl.CC=1N=CC(=NC1)NC=1C=C(C(=NC1)C1=CN=C(N=N1)N1C[C@@H](NCC1)C(C)C)O